ClC1=C(C=C(C(=C1)F)OC)C1=CC=2NC(N(C(C2S1)=O)C=1C2=C(C=NC1)C=CN2C)=O 6-(2-chloro-4-fluoro-5-methoxyphenyl)-3-(1-methyl-1H-pyrrolo[3,2-c]pyridin-7-yl)thieno[3,2-d]pyrimidine-2,4(1H,3H)-dione